methyl 5-(3-{[3-(3,3-difluoroazetidin-1-yl)-5-fluorophenyl]methoxy}-5-fluoropyridin-2-yl)-1-methyl-1H-pyrrole-3-carboxylate FC1(CN(C1)C=1C=C(C=C(C1)F)COC=1C(=NC=C(C1)F)C1=CC(=CN1C)C(=O)OC)F